ClC=1C=C(C=O)C=C(C1C(C)C)OC 3-Chloro-4-isopropyl-5-methoxybenzaldehyde